O[C@@H]1CN(CC[C@@]12NCC1=CC=CC=C1C2)C(=O)C=2N=C1N(C=C(N=C1C)C(F)(F)F)C2 [(3R,3'R)-3'-hydroxy-1,4-dihydro-1'H,2H-spiro[isoquinoline-3,4'-piperidin]-1'-yl][8-methyl-6-(trifluoromethyl)imidazo[1,2-a]pyrazin-2-yl]methanone